1-(2-chlorophenyl)-N-{2-methoxy-3-[3-(pyrrolidin-1-yl)propoxy]-6H,7H,8H,9H,10H-cyclohepta[b]quinolin-11-yl}piperidin-4-amine ClC1=C(C=CC=C1)N1CCC(CC1)NC1=C2C(=NC3=CC(=C(C=C13)OC)OCCCN1CCCC1)CCCCC2